Cl.Cl.N1C(CC=CC1)C=1C=C(C=NC1)N1C2CNC(C1)C2 2-[5-(1,2,3,6-tetrahydropyridin-2-yl)-3-pyridyl]-2,5-diazabicyclo[2.2.1]heptane dihydrochloride